OC1=CC=C(C=C1)\C(=C(/CC)\C1=CC=CC=C1)\C1=CC=C(C=C1)N1CCC(CC1)CN1CCN(CC1)C=1C=C2CN(C(C2=CC1)=O)C1C(N(C(CC1)=O)C)=O (E)-3-(5-(4-((1-(4-(1-(4-hydroxyphenyl)-2-phenylbut-1-en-1-yl)phenyl)piperidin-4-yl)methyl)piperazin-1-yl)-1-oxoisoindolin-2-yl)-1-methylpiperidine-2,6-dione